NC1=NN2C(C=C(C=C2)C=2C=C(C(=NC2)OC)C(=O)NCC2=C(C=CC=C2)OC2=CC=C(C=C2)F)=N1 5-{2-amino-[1,2,4]triazolo[1,5-a]pyridin-7-yl}-N-{[2-(4-fluorophenoxy)phenyl]methyl}-2-methoxypyridine-3-carboxamide